2-(chloromethyl)-7-methoxy-[1,2,4]triazolo[1,5-c]quinazolin ClCC1=NN2C=NC=3C(=CC=CC3C2=N1)OC